ethyl 2-[(N-cyclohexylglycyl) amino]-4,5,6,7-tetrahydro-1-benzothiophene-3-carboxylate C1(CCCCC1)NCC(=O)NC=1SC2=C(C1C(=O)OCC)CCCC2